F[C@H]1[C@H]([C@@H]2CN([C@]1(C2)C)C)OC2=CC=C(N=N2)C2=C(C=C(C=C2)N2N=CC=C2)O 2-(6-(((1S,4S,5S,6R)-6-fluoro-1,2-dimethyl-2-azabicyclo[2.2.1]heptan-5-yl)oxy)pyridazin-3-yl)-5-(1H-pyrazol-1-yl)phenol